O1C=C(C=C1)C=1C2=C(N=CN1)N(C1=C2C=CN=C1)[C@H]1[C@H](OC(C2=CC=CC=C2)=O)[C@H](OC(C2=CC=CC=C2)=O)[C@H](O1)COC(C1=CC=CC=C1)=O 4-(Furan-3-yl)-9-(2,3,5-tri-O-benzoyl-β-D-ribofuranosyl)-9H-pyrido[4',3':4,5]pyrrolo[2,3-d]pyrimidine